3-Phenyl-3-(((1R,5S,6s)-3-(3-(5,6,7,8-tetrahydro-1,8-naphthyridine-2-yl)propionyl)-3-azabicyclo[3.1.0]hex-6-yl)amino)propionic acid C1(=CC=CC=C1)C(CC(=O)O)NC1[C@@H]2CN(C[C@H]12)C(CCC1=NC=2NCCCC2C=C1)=O